L-3-butenyl-magnesium bromide C(CC=C)[Mg]Br